Cl.Cl.C(CCCN1C(=NC2=C1C(=CC(=C2)C(=O)N)OCCCO)NC(=O)C2=CC(=NN2CC)C)N2C(=NC1=C2C(=CC(=C1)C(=O)N)OCCCO)NC(=O)C1=CC(=NN1CC)C 1,1'-(Butane-1,4-diyl)bis(2-(1-ethyl-3-methyl-1H-pyrazole-5-carboxamido)-7-(3-hydroxypropoxy)-1H-benzo[d]imidazole-5-carboxamide), dihydrochloride